FC=1C(=NC(=CC1)NC1=NNC(=C1)C)C[C@@]1(C[C@H](N(CC1)CC1=CC(=CC=C1)C(F)(F)F)C)C(=O)O (2R,4R)-4-((3-fluoro-6-((5-methyl-1H-pyrazol-3-yl)amino)pyridin-2-yl)-methyl)-2-methyl-1-(3-(trifluoromethyl)benzyl)-piperidine-4-carboxylic acid